COC1=CC=C(C=C1)COC=1C(=NC=C(C1)OCC1=CC=C(C=C1)OC)CN 1-{3,5-bis[(4-methoxyphenyl)methoxy]pyridine-2-yl}methanamine